ClC1=NC=C2N=C(N(C2=N1)CC1=CC=C(C=C1)C=1N(C=C(N1)C(F)(F)F)C(C)C)NCC(F)(F)F 2-chloro-9-[[4-[1-isopropyl-4-(trifluoromethyl)imidazol-2-yl]phenyl]methyl]-N-(2,2,2-trifluoroethyl)purin-8-amine